B1(OC(C(O1)(C)C)(C)C)C2=CC(=CC(=C2)F)N(C)C 3-fluoro-N,N-dimethyl-5-(4,4,5,5-tetramethyl-1,3,2-dioxaborolan-2-yl)aniline